N1(CCOCC1)C12CC(C1)(C2)N 3-(morpholin-4-yl)bicyclo[1.1.1]pentan-1-amine